C1(=C(C=CC=C1)C1=C(C2=C(OC3=C2C=CC=C3)C=C1)C1=NN=NC(=C1C1=C(C(=CC=3C2=CC=CC=C2CC13)C)C)C1=CC=CC=C1)C1=CC=CC=C1 (biphenylyl)[phenyl(dimethylfluorenyl)triazinyl]dibenzofuran